N-(3-(1-(sec-butyl)-6-((5-methylthiazol-2-yl)amino)-1H-pyrrolo[3,2-c]pyridin-4-yl)-4-fluorophenyl)acrylamide C(C)(CC)N1C=CC=2C(=NC(=CC21)NC=2SC(=CN2)C)C=2C=C(C=CC2F)NC(C=C)=O